C1(=CC=CC=C1)C1=C(C(=O)OC2=NOC(C2)(C(F)(F)F)C2=CC(=CC(=C2)Cl)Cl)C=CC=C1[N+](=O)[O-] (5-(3,5-dichlorophenyl)-5-(trifluoromethyl)-4,5-dihydroisoxazol-3-yl) phenyl-3-nitrobenzoate